1,2-bis(2-pyridinyl)ethanedione tert-butyl-(2-(4-(3-((5-(m-tolyl)imidazo[1,2-a]pyrazin-8-yl)amino)phenyl)piperazin-1-yl)ethyl)carbamate C(C)(C)(C)N(C(O)=O)CCN1CCN(CC1)C1=CC(=CC=C1)NC=1C=2N(C(=CN1)C=1C=C(C=CC1)C)C=CN2.N2=C(C=CC=C2)C(C(=O)C2=NC=CC=C2)=O